Cl.C1NC[C@H]2[C@@H]1CC(C2)C2=C(C(=O)N)C=CC=C2 ((3aR,5S,6aS)-octahydrocyclopenta[c]pyrrol-5-yl)benzamide hydrochloride